C(C)(C)C1=C(NC2=C1N=C(S2)C2CCC(CC2)N2CCCC2)C=2C(=CC=1N(C2)N=CN1)C 6-isopropyl-5-(7-methyl-[1,2,4]triazolo[1,5-a]pyridin-6-yl)-2-(4-(pyrrolidin-1-yl)cyclohexyl)-4H-pyrrolo[3,2-d]thiazole